(5-ethoxy-4-(((1R,4S)-4-(hydroxymethyl)-3-oxabicyclo[3.1.0]hexan-1-yl)amino)-1H-pyrrolo[2,3-b]pyridin-3-yl)(4-(2-fluorophenoxy)-2-methylphenyl)methanone C(C)OC=1C(=C2C(=NC1)NC=C2C(=O)C2=C(C=C(C=C2)OC2=C(C=CC=C2)F)C)N[C@]21CO[C@@H](C1C2)CO